methyl-4-(1H-pyrazol-3-yl)-1H-pyrrole-2-carboxylic acid ethyl ester C(C)OC(=O)C=1N(C=C(C1)C1=NNC=C1)C